CC1=C(N=C(S1)N1CCOCC1)CO (5-methyl-2-morpholinothiazol-4-yl)methanol